1-(2-(6-(trifluoromethyl)imidazo[1,2-a]pyrazin-3-yl)pyrimidin-4-yl)pyrrolidin-3-ol FC(C=1N=CC=2N(C1)C(=CN2)C2=NC=CC(=N2)N2CC(CC2)O)(F)F